C1CCC2=CC(=CC=C12)NC(\C=C\C1=C(C=CC(=C1)OC)OC)=O (E)-N-(2,3-dihydro-1H-inden-5-yl)-3-(2,5-dimethoxyphenyl)acrylamide